N1=CC=CC=2CN(CCC12)C1=C(C=C(C=N1)C(=O)NCC1=CC=NC=C1)C 6-(7,8-dihydro-5H-1,6-naphthyridin-6-yl)-5-methyl-N-(4-pyridylmethyl)pyridine-3-carboxamide